(4-(5-methoxy-2-(trifluoromethyl)phenyl)cyclohexyl)methanol COC=1C=CC(=C(C1)C1CCC(CC1)CO)C(F)(F)F